O=C1NC(CCC1N1C(C2=CC=C(C=C2C1)NC(C1=CC=C(C=C1)F)=O)=O)=O N-(2-(2,6-dioxopiperidin-3-yl)-1-oxoisoindolin-5-yl)-4-fluorobenzamide